4-(7-((1R,3R)-3-aminocyclopentyl)-4-((1-(oxetan-3-yl)-1H-pyrazol-4-yl)oxy)-7H-pyrrolo[2,3-d]pyrimidin-5-yl)-2-fluorobenzonitrile N[C@H]1C[C@@H](CC1)N1C=C(C2=C1N=CN=C2OC=2C=NN(C2)C2COC2)C2=CC(=C(C#N)C=C2)F